FC(OC1=CC=CC=2C(N([C@H]3C=4N([C@@H](C21)C3)C3=C(N4)C=CC(=C3)C3=CC(=C(C(=C3)F)P(=O)(C)C)F)C([2H])([2H])[2H])=O)F (7R,14R)-1-(difluoromethoxy)-11-(4-(dimethylphosphoryl)-3,5-difluorophenyl)-6-(methyl-d3)-6,7-dihydro-7,14-methanobenzo[f]benzo[4,5]imidazo[1,2-a][1,4]diazocin-5(14H)-one